1-(5-Bromo-6-(5-chloro-2-fluorophenyl)-2,3-dihydro-1H-imidazo[1,2-a]imidazol-1-yl)ethan-1-one BrC1=C(N=C2N1CCN2C(C)=O)C2=C(C=CC(=C2)Cl)F